(6Ar,10aR)-3-(5-azidopentyl)-6,6,9-trimethyl-6a,7,10,10a-tetrahydrobenzo[c]chromen-1-ol N(=[N+]=[N-])CCCCCC=1C=C(C=2[C@H]3[C@H](C(OC2C1)(C)C)CC=C(C3)C)O